(E)-2-benzylidene-3-cyclohexenone C(/C1=CC=CC=C1)=C/1\C(CCC=C1)=O